CN1CCN(CC1)CCNCC(=O)NC=1C=C(C=C2C=CC=NC12)C 2-((2-(4-methylpiperazin-1-yl)ethyl)amino)-N-(6-methylquinolin-8-yl)acetamide